[C@H]12CC(=CC[C@H]1C2(C)C)C (1S,6R)-3-carene